(R)-5-(6-chloro-5-(1-(3,5-dichloropyridin-4-yl)ethoxy)-1H-indazol-3-yl)-2-(3,3-dimethylazetidin-1-yl)nicotinonitrile ClC1=C(C=C2C(=NNC2=C1)C=1C=NC(=C(C#N)C1)N1CC(C1)(C)C)O[C@H](C)C1=C(C=NC=C1Cl)Cl